NCCC1=CC=C(C=C1)C1=C(C=C(C#N)C=C1)OC1=NC(=NC(=C1)N1CCCCC1)C 4-[4-(2-aminoethyl)phenyl]-3-(2-methyl-6-piperidin-1-ylpyrimidin-4-yl)oxybenzonitrile